BrC1=C(C(Cl)Cl)C=CC=C1Br 2,3-dibromochlorobenzyl chloride